C(C)(C)(C)OC(=O)N1[C@H]([C@H](CC1)NS(=O)(=O)COC)CC1=CC(=CC=C1)Br (2S,3S)-2-(3-bromobenzyl)-3-(((methoxymethyl)sulfonyl)amino)pyrrolidine-1-carboxylic acid tert-butyl ester